FC=1C(=C(C=CC1C1=NC=NN2C1=CC(=C2)N2CCOCC2)CN)C (3-fluoro-2-methyl-4-(6-morpholinopyrrolo[2,1-f][1,2,4]triazin-4-yl)phenyl)methanamine